OCCC1=CC(=C2N1CCN(C2=O)CC2=CC=C(C=C2)OC)C(F)(F)F 6-(2-hydroxyethyl)-2-(4-methoxybenzyl)-8-(trifluoromethyl)-3,4-dihydropyrrolo[1,2-a]pyrazin-1(2H)-one